FC=1C=C(C=CC1F)CC(C(=O)OCC)C ethyl 3-(3,4-difluorophenyl)-2-methylpropionate